(S)-3-((2,3-difluorobenzyl)oxy)-8,9,9a,10-tetrahydropyrimido[6',1':2,3]imidazo[1,5-c][1,3]oxazin-1(6H)-one FC1=C(COC2=NC(N3C(N4COCC[C@H]4C3)=C2)=O)C=CC=C1F